(2S,4a'R,7'R,8'R,8a'R)-2',2'-dimethyl-8'-(4-(3,4,5-trifluorophenyl)-1H-1,2,3-triazol-1-yl)hexahydro-3H,4'H-spiro[furan-2,6'-pyrano[3,2-d][1,3]dioxin]-7'-ol CC1(OC[C@@H]2[C@H](O1)[C@@H]([C@H]([C@]1(O2)OCCC1)O)N1N=NC(=C1)C1=CC(=C(C(=C1)F)F)F)C